COC=1C=C(C=C2C(=NC=NC12)NCC=1N=NC(=CC1)C)C=1SC(=NN1)C 8-Methoxy-6-(5-methyl-1,3,4-thiadiazol-2-yl)-N-((6-methylpyridazin-3-yl)methyl)quinazolin-4-amine